O[C@@]12CCC([C@@]1(C)CC[C@@H]1[C@]3(CCC(C=C3CC[C@@H]21)=O)C)=O 14α-hydroxyandrost-4-ene-3,17-dione